NC=1C2=C(N=CN1)N(C=C2C#N)[C@@H]2S[C@@H]([C@H]1OC(O[C@H]12)(C)C)CO[Si](C1=CC=CC=C1)(C1=CC=CC=C1)C(C)(C)C 4-amino-7-((3aR,4R,6R,6aS)-6-(((tert-butyldiphenylsilyl)oxy)methyl)-2,2-dimethyltetrahydrothieno[3,4-d][1,3]dioxol-4-yl)-7H-pyrrolo[2,3-d]pyrimidine-5-carbonitrile